6,7-dihydro-2H-pyrido[2',1':3,4]pyrazino[1,2-b]indazole-3-carboxylate C=1CC(=CN2C1C=1N(N=C3C=CC=CC13)CC2)C(=O)[O-]